FC1=C(C=C(C=C1)C1(CC1)NCCNC(OC(C)(C)C)=O)C(F)(F)F tert-butyl (2-((1-(4-fluoro-3-(trifluoromethyl)phenyl)cyclopropyl)amino)ethyl)carbamate